C(C)C1=NN(C2=C1C(NCC1(CCOCC1)C2)=O)C[C@H](COC(C2=CC=C(C=C2)S(=O)(=O)CC)=O)C 4-Ethylsulfonylbenzoic acid [(2R)-3-(3-ethyl-4-oxo-spiro[6,8-dihydro-5H-pyrazolo[4,3-c]azepin-7,4'-tetrahydropyran]-1-yl)-2-methyl-propyl] ester